C(C)OC(NC(=O)C1=C(SC=C1)NC(C1=CC=C(C=C1)S(=O)(=O)N1C=CC=CC=C1)=O)=O 2-(4-(azepine-1-sulfonyl)benzamido)thiophene-3-carbonyl-carbamic acid ethyl ester